(2S,3R)-3-((2-amino-6-methylpyridin-4-yl)methyl)-N2-(1-methyl-1H-imidazol-2-yl)-N1-((R)-1-(2-fluoro-5-methylphenyl)propyl)-N2-methyl-4-oxoazetidine-1,2-dicarboxamide NC1=NC(=CC(=C1)C[C@@H]1[C@H](N(C1=O)C(=O)N[C@H](CC)C1=C(C=CC(=C1)C)F)C(=O)N(C)C=1N(C=CN1)C)C